ClC1=C(C=C(N=N1)NC(C(C)(C)C)=O)CN1C(N[C@@H](C1)C(F)(F)F)=O (S)-N-(6-chloro-5-((2-oxo-4-(trifluoromethyl)imidazolidin-1-yl)methyl)pyridazin-3-yl)pivalamide